2-(2,6-dioxopiperidin-3-yl)-4-(((1-(1-(3-methoxypropanyl)piperidin-4-yl)-1H-pyrazol-4-yl)methyl)amino)isoindoline-1,3-dione O=C1NC(CCC1N1C(C2=CC=CC(=C2C1=O)NCC=1C=NN(C1)C1CCN(CC1)CCCOC)=O)=O